(R)-N-(2,2,2-trifluoro-1-(4-fluorophenyl)ethyl)-[1,2,4]triazolo[4,3-a]pyridine-7-sulfonamide FC([C@@H](C1=CC=C(C=C1)F)NS(=O)(=O)C1=CC=2N(C=C1)C=NN2)(F)F